methyl 2-ethyl-6-(3-methoxy-phenyl)-nicotinate C(C)C1=C(C(=O)OC)C=CC(=N1)C1=CC(=CC=C1)OC